5'-(4,4,5,5-tetramethyl-1,3,2-dioxaborolan-2-yl)spiro[cyclopropane-1,3'-indolin]-2'-one CC1(OB(OC1(C)C)C=1C=C2C3(C(NC2=CC1)=O)CC3)C